1-(4-bromo-2-chlorophenyl)-3-methylurea BrC1=CC(=C(C=C1)NC(=O)NC)Cl